CC=1C=C(C=CC1C=1CCNCC1)NC(=O)C=1C=C2CCNCC2=CC1 1,2,3,4-tetrahydro-isoquinoline-6-carboxylic acid [3-methyl-4-(1,2,3,6-tetrahydro-pyridin-4-yl)-phenyl]-amide